N-(5-(3-cyanooxetane-3-carbonyl)-6-((2,3',5'-trifluoro-[1,1'-biphenyl]-3-yl)methyl)-5-azaspiro[2.4]heptan-7-yl)-1,1-difluoromethanesulfonamide C(#N)C1(COC1)C(=O)N1CC2(CC2)C(C1CC=1C(=C(C=CC1)C1=CC(=CC(=C1)F)F)F)NS(=O)(=O)C(F)F